hydroxymethylglutarylcoA OCC(C(=O)SCCNC(CCNC([C@@H](C(COP(OP(OC[C@@H]1[C@H]([C@H]([C@@H](O1)N1C=NC=2C(N)=NC=NC12)O)OP(=O)(O)O)(=O)O)(=O)O)(C)C)O)=O)=O)CCC(=O)O